2-(dimethylamino)ethyl 3-(6,7-dimethoxy-1,3-dioxo-1,3-dihydro-2H-benzo[4,5]thieno[2,3-c]pyrrol-2-yl)propanoate COC1=CC2=C(C3=C(C(N(C3=O)CCC(=O)OCCN(C)C)=O)S2)C=C1OC